CN(C)CC=1C=C(C(=C(C1)C(C(=O)O)N1C[C@@H](CC1)OCCCCCC1=NC=2NCCCC2C=C1)OC)F 2-(5-((dimethylamino)methyl)-3-fluoro-2-methoxyphenyl)-2-((R)-3-((5-(5,6,7,8-tetrahydro-1,8-naphthyridin-2-yl)pentyl)oxy)pyrrolidin-1-yl)acetic acid